BrCC=C 3-Bromopropene